tert-butyl (2-((2-amino-6-bromopyridin-3-yl)amino)-2-oxoethyl)carbamate NC1=NC(=CC=C1NC(CNC(OC(C)(C)C)=O)=O)Br